COC=1C=CC(=NC1)COC=1C=CC2=C(N=C(O2)C2=NC3=CC=CC=C3C=C2)C1 2-{5-[(5-methoxypyridin-2-yl)methoxy]-1,3-benzoxazol-2-yl}quinoline